3-trifluoroacetamidopropyl 2-acetamido-3-O-acetyl-6-O-benzyl-2-deoxy-4-O-(2,4-di-O-acetyl-6-O-benzyl-β-D-galactopyranosyl)-β-D-glucopyranoside C(C)(=O)N[C@H]1[C@H](OCCCNC(C(F)(F)F)=O)O[C@@H]([C@H]([C@@H]1OC(C)=O)O[C@H]1[C@H](OC(C)=O)[C@@H](O)[C@@H](OC(C)=O)[C@H](O1)COCC1=CC=CC=C1)COCC1=CC=CC=C1